6-(7,8-dimethyl-[1,2,4]triazolo[4,3-b]pyridazin-6-yl)-3-(6-(piperidin-1-yl)pyridin-3-yl)-5,6,7,8-tetrahydro-1,6-naphthyridine CC1=C(C=2N(N=C1N1CC=3C=C(C=NC3CC1)C=1C=NC(=CC1)N1CCCCC1)C=NN2)C